N1C=NC=C1C1=C(N=C2N1C=C(C(=N2)C)C)C2=NC(=NN2)C(F)(F)F 5-[3-(1H-imidazol-5-yl)-6,7-dimethylimidazo[1,2-a]pyrimidin-2-yl]-3-(trifluoromethyl)-1H-1,2,4-triazole